[N+](=[N-])=C1CC(C(=O)OC=2CC(C=CC2)=[N+]=[N-])=CC=C1 (3-diazophenyl) 3-diazobenzoate